tert-butyl 7'-((2,6-piperidindione-3-yl)amino)spiro[azetidine-3,2'-chroman]-1-carboxylate N1C(C(CCC1=O)NC1=CC=C2CCC3(OC2=C1)CN(C3)C(=O)OC(C)(C)C)=O